5-Bromo-1-fluoro-3-methoxy-2-isopropylbenzene BrC=1C=C(C(=C(C1)F)C(C)C)OC